(1R,2S,5S)-8-((cyclohexylmethyl)(methyl)carbamoyl)-3-(diphenylcarbamoyl)-3,8-diazabicyclo[3.2.1]octane-2-carboxylic acid C1(CCCCC1)CN(C(=O)N1[C@H]2[C@H](N(C[C@@H]1CC2)C(N(C2=CC=CC=C2)C2=CC=CC=C2)=O)C(=O)O)C